2-((t-butoxycarbonyl)amino)acetic acid C(C)(C)(C)OC(=O)NCC(=O)O